ClC1=CC(=NC2=NC(=C(N=C21)C)C)N2C[C@@H](OCC2)C=2C=NN(C2)C (S)-4-(8-chloro-2,3-dimethylpyrido[2,3-b]pyrazin-6-yl)-2-(1-methyl-1H-pyrazol-4-yl)morpholine